FC=1C=C2C(=CNC2=CC1F)C1N(CCC2=CC(=CC=C12)C1=CC2=C(OC(O2)(F)F)C=C1)C(=O)N (5,6-difluoro-1H-indol-3-yl)-6-(2,2-difluorobenzo[d][1,3]dioxol-5-yl)-3,4-dihydroisoquinoline-2(1H)-carboxamide